OC(C=1N2C=CC=C2C=C(C1)C(=O)N(C)C)C1=CC=CC=C1 5-(hydroxy(phenyl)methyl)-N,N-dimethylindolizine-7-carboxamide